1-methyl-N-(3-(pyridin-4-yl)-1H-pyrrolo[2,3-b]pyridin-6-yl)piperidine-4-carboxamide CN1CCC(CC1)C(=O)NC1=CC=C2C(=N1)NC=C2C2=CC=NC=C2